C(C1=CC=CC=C1)C1(CC1)NC(=O)C=1C=C2C(=NC1)N(C(=C2)C)C N-(1-benzylcyclopropyl)-1,2-dimethyl-1H-pyrrolo[2,3-b]pyridine-5-carboxamide